N-(6-methoxy-1-methyl-1H-pyrazolo[4,3-c]pyridin-7-yl)-6-(3-(trifluoromethyl)-1H-pyrazol-1-yl)pyridine-3-sulfonamide COC1=C(C2=C(C=N1)C=NN2C)NS(=O)(=O)C=2C=NC(=CC2)N2N=C(C=C2)C(F)(F)F